methyl (S)-2-((2-methyl-4-phenylbut-1-en-1-yl)oxy)propanoate CC(=CO[C@H](C(=O)OC)C)CCC1=CC=CC=C1